C(C1=CC=CC=C1)OC1CCN(CC1)C1=CC(=NC(=C1)C1(COCC1)OC)N1N=C(C=2C=NC(=CC21)Cl)C 1-(4-(4-(Benzyloxy)piperidin-1-yl)-6-(3-methoxytetrahydrofuran-3-yl)pyridin-2-yl)-6-chloro-3-methyl-1H-pyrazolo[4,3-c]pyridine